ClC1=C(C2=NC(=CC(=C2S1)C(F)(F)F)N1CCN(CC1)CC(=O)NC(C)C)C(=O)NC chloro-5-[4-[2-(isopropylamino)-2-oxo-ethyl]piperazin-1-yl]-N-methyl-7-(trifluoromethyl)thieno[3,2-b]pyridine-3-carboxamide